CS(=O)(=O)N1CC=CC=C1 1-methanesulfonyl-pyridine